(R)-2-((R)-3-methylmorpholin-4-yl)-6-(2,2,2-trifluoroethyl)-6,7-dihydro-5H-pyrazolo[1,5-a]pyrazin-4-one C[C@H]1N(CCOC1)C1=NN2C(C(N[C@@H](C2)CC(F)(F)F)=O)=C1